C(=C)C=1N=C2C(C1)=NC(C2=O)=O vinyl-pyrrolopyrroledione